ClC1=CC=C(OCC2CCN(CC2)C(=O)[C@H](CC(C)C)N2C([C@@H](NCC2)CC(C)C)=O)C=C1 (S)-1-[(S)-1-({4-[(p-Chlorophenoxy)methyl]-1-piperidyl}carbonyl)-3-methylbutyl]-3-isobutyl-2-piperazinone